IC1=CC(=C(C(=O)NC2=CC=C3C=NN(C3=C2)CCC(F)(F)F)C=C1)N1CCC2(CC2)CC1 4-iodo-2-(6-azaspiro[2.5]octan-6-yl)-N-(1-(3,3,3-trifluoropropyl)-1H-indazol-6-yl)benzamide